ClC1=NC=C2C(=C(C(N(C2=C1)C1CCCC1)=O)C=C)C 7-chloro-1-cyclopentyl-4-methyl-3-vinyl-1,6-naphthyridin-2-one